3-ethyl-dihydro-2(3H)-thiophenone C(C)C1C(SCC1)=O